N-(5-bromo-2,3-dihydrobenzofuran-4-yl)acetamide BrC=1C=CC2=C(CCO2)C1NC(C)=O